ClC1=C(C=CC=C1N)N 2-chloro-1,3-phenylenediamine